CC(C)(CC(C)(OCCOCCC)C)C 2,2,4-trimethyl-4-(2-propoxyethoxy)pentane